acetyl-L-carnitine tartrate C(=O)(O)C(O)C(O)C(=O)O.C(C)(=O)[C@](O)(C[N+](C)(C)C)CC([O-])=O